CC1(OB(OC1(C)C)C=1C=CC(=NC1)C(C)(C)O)C 2-[5-(4,4,5,5-tetramethyl-1,3,2-dioxaborolan-2-yl)pyridin-2-yl]propan-2-ol